FC1(CC(C1)C=O)F 3,3-difluorocyclobutaneformaldehyde